C1(=CC=CC=C1)P(C1=CC=CC=C1)C1=CC=CC=C1 triphenyl(phosphine)